C1(CCCC1)C(C=1C=C(C(=O)N2CC3(C4=CC=CC=C24)CCCCC3)C=CC1)O 1'-(3-(cyclopentyl-(hydroxy)methyl)benzoyl)spiro[cyclohexane-1,3'-indolin]